C1(CC1)C1=NC=NC(=C1C1=NC=C(C(=N1)NC1=CC=C(C=C1)N1N=C(C=C1C)C(F)(F)F)CS(=O)(=O)O)OC [2-(4-cyclopropyl-6-methoxy-pyrimidin-5-yl)-4-[[4-[5-methyl-3-(trifluoromethyl)pyrazol-1-yl]phenyl]amino]pyrimidin-5-yl]methanesulfonic acid